O=C1N(C(CN1C1=CC=C(C=C1)C(F)(F)F)=O)CC1=CC(=C(OCC(=O)O)C=C1)C 2-(4-((2,5-dioxo-3-(4-(trifluoromethyl)phenyl)imidazolidin-1-yl)methyl)-2-methylphenoxy)acetic acid